ClC1=CC2=C(N=CN(C2=O)[C@H]2C[C@H](CC2)O)C(=N1)C=1C=NC=CC1 6-Chloro-3-((1R,3S)-3-hydroxycyclopentyl)-8-(pyridin-3-yl)pyrido[3,4-d]pyrimidin-4(3H)-one